O[C@@H]1[C@H](CCCC1)NC(C1=CC(=C(C=C1)C)NCC=1C=NC2=CC=CC=C2C1)=O N-[(1S,2S)-2-hydroxycyclohexyl]-4-methyl-3-{[(quinolin-3-yl)methyl]amino}benzamide